(3R)-3-{[2-(4-Fluorophenyl)-7-(propan-2-yl)[1,2,4]triazolo[1,5-c]quinazolin-5-yl]amino}azepan FC1=CC=C(C=C1)C1=NN2C(=NC=3C(=CC=CC3C2=N1)C(C)C)N[C@H]1CNCCCC1